C1(CCCCC1)C=1NC(=CN1)C1=CC=2C(N(C=C(C2O1)C1=C(C=CC(=C1)C(C)(C)O)OC1=C(C=C(C=C1C)F)C)C)=O 2-(2-cyclohexyl-1H-imidazol-5-yl)-7-(2-(4-fluoro-2,6-dimethylphenoxy)-5-(2-hydroxypropan-2-yl)phenyl)-5-methylfuro[3,2-c]pyridin-4(5H)-one